[Bi+3].[Mn+3] manganese (III) bismuth